FC=1C=C(C=C(C1)OC)NCC1=CC=C(CC2=NOC(=C2)C=2C(=NC=CC2)N)C=C1 3-(3-(4-(((3-fluoro-5-methoxyphenyl)amino)methyl)benzyl)isoxazol-5-yl)pyridin-2-amine